Ethyl 2-(4-(3-(difluoromethyl)-4-nitro-1H-pyrazol-1-yl)cyclohexyl)acetate FC(C1=NN(C=C1[N+](=O)[O-])C1CCC(CC1)CC(=O)OCC)F